C(CCCCCCCCCCCCCCCCC)C1=C(C(=C(C(=O)N)C=C1)O)O octadecyldihydroxybenzamide